BrC(C1=CN=CS1)Br 5-dibromomethylthiazole